CN1CCC(CC1)OC1=CC=C(C=C1)C=1C=C2C(=CC=NC2=CC1)NC=1C=CC2=C(N=CS2)C1 N-(6-(4-((1-methylpiperidin-4-yl)oxy)phenyl)quinolin-4-yl)benzo[d]thiazol-5-amine